2-((2-(2-(difluoromethoxy)-7-methylquinoxalin-5-yl)benzo[d]thiazol-6-yl)oxy)ethylamine FC(OC1=NC2=CC(=CC(=C2N=C1)C=1SC2=C(N1)C=CC(=C2)OCCN)C)F